O=C(CCCCCOC(C(CCC(=O)OCCCCCC(OC(CCCCCC)CCCCCCCC)=O)OC(CCCN(C)C)=O)=O)OC(CCCCCC)CCCCCCCC.S(=O)(=O)(C1=CC=C(C)C=C1)C=1NC2=CC=CC=C2C1 tosyl-indole Bis(6-oxo-6-(pentadecan-7-yloxy)hexyl)2-((4-(dimethylamino)butanoyl)oxy)pentanedioate